C(C1=CC=CC=C1)OC(=O)C1(CCC(CC1)NCC1(CCN(CC1)C(=O)OC(C)(C)C)O)C tert-butyl 4-((((1s,4s)-4-((benzyloxy)carbonyl)-4-methylcyclohexyl)amino)methyl)-4-hydroxypiperidine-1-carboxylate